ethyl 4-((1-(2-cyanoacetyl)-4-methylpiperidin-3-yl)amino)-1H-pyrrolo[2,3-b]pyridine-5-carboxylate C(#N)CC(=O)N1CC(C(CC1)C)NC1=C2C(=NC=C1C(=O)OCC)NC=C2